2-[(2S)-4-benzyl-3,6-dioxo-piperazin-2-yl]acetic acid benzyl ester C(C1=CC=CC=C1)OC(C[C@@H]1NC(CN(C1=O)CC1=CC=CC=C1)=O)=O